fluoro-7-(1-formamidoethyl)-1H-indazol FN1N=CC2=CC=CC(=C12)C(C)NC=O